FC(S(=O)(=O)[O-])(F)F.[Ir+3].FC(S(=O)(=O)[O-])(F)F.FC(S(=O)(=O)[O-])(F)F iridium(III) trifluoromethanesulphonate